N-[5-(3,6-dihydro-2H-pyran-4-yl)-2-pyridyl]-2-[3,5-dimethyl-4-[2-(trifluoromethyl)-4-pyridyl]pyrazol-1-yl]acetamide O1CCC(=CC1)C=1C=CC(=NC1)NC(CN1N=C(C(=C1C)C1=CC(=NC=C1)C(F)(F)F)C)=O